FC1=CC=C(C=C1)C1=NC(=NC=C1)N1CCC(CC1)C(=O)O 1-(4-(4-fluorophenyl)pyrimidin-2-yl)piperidine-4-carboxylic acid